NCC=1C=CC(=NC1)C(N[C@@H](C(NCCCC[C@H](NC(N[C@@H](CCC(=O)OC(C)(C)C)C(=O)OC(C)(C)C)=O)C(=O)OC(C)(C)C)=O)CC1=C(C2=CC=CC=C2C=C1)OC)=O tri-tert-butyl (3R,10S,14S)-1-[5-(aminomethyl)pyridin-2-yl]-3-[(1-methoxynaphthalen-2-yl)methyl]-1,4,12-trioxo-2,5,11,13-tetraazahexadecane-10,14,16-tricarboxylate